((R)-3-hydroxy-pyrrolidin-1-yl)-[(4bS,6R)-1-(1-methanesulfonyl-1-methyl-ethyl)-5-methyl-5,6,8a,9-tetrahydro-8H-7,10-dioxa-2,4,4b-triazaphenanthren-3-yl]-methanone O[C@H]1CN(CC1)C(=O)C=1N=C(C=2OCC3COCC(N3C2N1)C)C(C)(C)S(=O)(=O)C